F[Al-](F)(F)F.C[N+](C)(C)C tetramethylammonium tetrafluoroaluminate